NC1=CC=CC(=N1)S(=O)(=O)NC(=O)C=1C(=NC(=CC1)C1=CC(=CC(=C1)OCC(C)C)F)N1C(CC(CC1)C)(C)C N-[(6-Amino-2-pyridyl)sulfonyl]-6-(3-fluoro-5-isobutoxyphenyl)-2-(2,2,4-trimethyl-1-piperidyl)pyridin-3-carboxamid